N-(2-(7-chloro-5-methylpyrrolo[2,1-f][1,2,4]triazin-4-yl)-2-azaspiro[3.3]heptane-6-yl)-N-neopentyl-sulfamide ClC1=CC(=C2C(=NC=NN21)N2CC1(C2)CC(C1)N(S(=O)(=O)N)CC(C)(C)C)C